tert-butyl (R)-(2-(2-(methylamino)ethoxy)ethyl)(1-(4-(pyridin-4-ylcarbamoyl)phenyl)ethyl)carbamate CNCCOCCN(C(OC(C)(C)C)=O)[C@H](C)C1=CC=C(C=C1)C(NC1=CC=NC=C1)=O